CN1CCC(CC1)CNC=1C=CC=2N(C1)C(=CN2)C=2C=NC=CC2 N-((1-methylpiperidin-4-yl)methyl)-3-(pyridin-3-yl)imidazo[1,2-a]pyridin-6-amine